4-Methyl-2,3,5,6-tetrahydro-1-oxa-6,8-diaza-s-indacen-7-one CC1=C2CCOC2=NC=2C(NCC12)=O